Pentafluorophenyl-dimethylchlorosilane benzyl-(R)-3-(3-methoxypyrrolidine-1-carbonyl)azetidine-1-carboxylate C(C1=CC=CC=C1)OC(=O)N1CC(C1)C(=O)N1C[C@@H](CC1)OC.FC1=C(C(=C(C(=C1[Si](Cl)(C)C)F)F)F)F